(2R,3R,4R,5R)-5-(2-acetamido-6-chloro-9H-purin-9-yl)-2-(acetoxymethyl)-4-fluoro-4-methyltetrahydrofuran-3-ylacetate C(C)(=O)NC1=NC(=C2N=CN(C2=N1)[C@H]1[C@]([C@@H]([C@@H](O1)COC(C)=O)CC(=O)[O-])(C)F)Cl